((4r,5s,7r,8r,9s,10r)-8,10-dihydroxy-7-(hydroxymethyl)-9-(4-(3,4,5-trifluorophenyl)-1H-1,2,3-triazol-1-yl)-1,6-dioxaspiro[4.5]dec-4-yl)-2-methoxy-1-naphthamide O[C@H]1[C@H](O[C@@]2([C@H](CCO2)C=2C(=C(C3=CC=CC=C3C2)C(=O)N)OC)[C@@H]([C@H]1N1N=NC(=C1)C1=CC(=C(C(=C1)F)F)F)O)CO